[1-(2-bromophenyl)-1-methyl-ethoxy]Tert-butyl-dimethyl-silane BrC1=C(C=CC=C1)C(C)(O[Si](C)(C)C(C)(C)C)C